tert-butyl (R)-11-((3-methyl-4-((1-methyl-1H-benzo[d]imidazol-5-yl)oxy)phenyl)amino)-1,2,4a,5-tetrahydropyrazino[1,2-d]pyrimido[4',5':5,6]pyrido[3,2-b][1,4]oxazine-3(4H)-carboxylate CC=1C=C(C=CC1OC1=CC2=C(N(C=N2)C)C=C1)NC1=NC=NC2=CC=3OC[C@@H]4N(C3N=C21)CCN(C4)C(=O)OC(C)(C)C